ClC=1C(N(C(=CC1O)C)C1=C(C(=NC=C1C)C1=NC(=NC=C1)C(C)(C)O)F)=O 3-chloro-3'-fluoro-4-hydroxy-2'-(2-(2-hydroxypropan-2-yl)pyrimidin-4-yl)-5',6-dimethyl-2H-[1,4'-bipyridin]-2-one